4-(Benzyloxy)-1-(cyclopropanecarbonyl)-4-methylpyrrolidin C(C1=CC=CC=C1)OC1(CCN(C1)C(=O)C1CC1)C